(S)-6-(4-(2-aminoethoxy)phenyl)-N-(2-(2-cyano-4,4-difluoropyrrolidin-1-yl)-2-oxoethyl)quinoline-4-carboxamide NCCOC1=CC=C(C=C1)C=1C=C2C(=CC=NC2=CC1)C(=O)NCC(=O)N1[C@@H](CC(C1)(F)F)C#N